CNC1CCCCC1 N-methyl-1-amino-cyclohexane